N1-(2-(dimethylamino)ethyl)-N4-(5-fluoro-4-(7-fluoro-1H-indol-3-yl)pyrimidin-2-yl)-N-methylbenzene-1,2,4-triamine CN(CCN(C=1C(=CC(=CC1)NC1=NC=C(C(=N1)C1=CNC2=C(C=CC=C12)F)F)N)C)C